C1(CC1)C=1C=C(C=2N(C1)C=C(N2)CN2C(C1=CC=CC=C1C2=O)=O)F 2-((6-cyclopropyl-8-fluoroimidazo[1,2-a]pyridin-2-yl)methyl)isoindoline-1,3-dione